1-fluoro-N-((6S,7S)-5-((S)-3-fluoro-2-hydroxy-2-methylpropanoyl)-6-((2-fluoro-[1,1'-biphenyl]-3-yl)methyl)-5-azaspiro[2.4]heptan-7-yl)methanesulfonamide FCS(=O)(=O)N[C@@H]1[C@@H](N(CC12CC2)C([C@](CF)(C)O)=O)CC=2C(=C(C=CC2)C2=CC=CC=C2)F